FC=1C=C(CC=2C=C3C(=NNC3=CC2)NC(C2=C(C=C(C=C2)N2CCN(CC2)CC=2C=C3CN(C(C3=CC2)=O)C2C(NC(CC2)=O)=O)NC2CCOCC2)=O)C=C(C1)F N-(5-(3,5-Difluorobenzyl)-1H-indazol-3-yl)-4-(4-((2-(2,6-dioxopiperidine-3-yl)-1-oxoisoindoline-5-yl)methyl)piperazin-1-yl)-2-((tetrahydro-2H-pyran-4-yl)amino)benzamide